(R)-4-(4-((1-(3-(difluoromethyl)-2-fluorophenyl)ethyl)amino)-6-methoxy-2-methyl-quinazolin-7-yl)morpholin-3-one FC(C=1C(=C(C=CC1)[C@@H](C)NC1=NC(=NC2=CC(=C(C=C12)OC)N1C(COCC1)=O)C)F)F